N-[5-[[2-[3-(methoxymethyl)pyrrolidin-1-yl]acetyl]amino]-2-methyl-3-pyridyl]-6-(1-methylpyrazol-4-yl)triazolo[1,5-a]pyridine-3-carboxamide COCC1CN(CC1)CC(=O)NC=1C=C(C(=NC1)C)NC(=O)C=1N=NN2C1C=CC(=C2)C=2C=NN(C2)C